4-((2S,5R)-4-(bis(4-fluorophenyl)methyl)-2,5-dimethylpiperazin-1-yl)-2-(1H-pyrazol-4-yl)thiazolo[4,5-e][1,2,4]triazolo[4,3-a]pyrimidine FC1=CC=C(C=C1)C(N1C[C@@H](N(C[C@H]1C)C1=NC=2N(C3=C1N=C(S3)C=3C=NNC3)C=NN2)C)C2=CC=C(C=C2)F